ICC(=O)NCCNC1=C2C=CC=C(C2=CC=C1)S(=O)(=O)O 5-({2-[(iodoacetyl)amino]ethyl}amino)naphthalene-1-sulfonic acid